[Cl].CO methanol-chlorine salt